C(=C)C1=NC=CN1CCCCS(=O)(=O)O vinyl-3-(sulfobutyl)imidazole